(E)-3-(4-(4-methylpiperazinyl)phenyl)-1-(5-hydroxy-7-methoxy-2,2-dimethyl-2H-benzopyran-6-yl)prop-2-en-1-one CN1CCN(CC1)C1=CC=C(C=C1)/C=C/C(=O)C=1C(=CC2=C(C=CC(O2)(C)C)C1O)OC